1-t-butoxycarbonyl-1,2,3,6-tetrahydropyridin C(C)(C)(C)OC(=O)N1CCC=CC1